CC1=NN(C2=NC=C(C=C21)NC(C=C)=O)CC2=CC=C(C=C2)C(F)(F)F N-(3-methyl-1-(4-(trifluoromethyl)benzyl)-1H-pyrazolo[3,4-b]pyridin-5-yl)acrylamide